3-chloro-5-[6-(5-fluoropyridin-2-yl)pyrimidin-4-yl]benzonitrile ClC=1C=C(C#N)C=C(C1)C1=NC=NC(=C1)C1=NC=C(C=C1)F